CP(OOS(=O)(=O)C1=CC=C(C)C=C1)([O-])=O p-toluenesulfonyloxy methylphosphonate